N-(1'-(6-methyl-2-((3-methyloxetan-3-yl)oxy)pyrimidin-4-yl)-1',2'-dihydrospiro[cyclopropane-1,3'-pyrrolo[3,2-c]pyridin]-6'-yl)acetamide CC1=CC(=NC(=N1)OC1(COC1)C)N1CC2(C=3C=NC(=CC31)NC(C)=O)CC2